OC[C@H]1C[C@H](CCC1)N1C(=NC2=C3CC[C@@H](N(C3=CC=C21)C(=O)OC)C)C[C@H](C(=O)O)C2=CC=CC=C2 (2S)-3-[(7S)-3-[(cis)-3-(hydroxymethyl)cyclohexyl]-6-(methoxycarbonyl)-7-methyl-3H,6H,7H,8H,9H-imidazo[4,5-f]quinolin-2-yl]-2-phenylpropanoic acid